1-((1H-1,2,4-triazol-1-yl)methyl)-5-bromo-2,2-dimethyl-2,3-dihydro-1H-inden-1-ol N1(N=CN=C1)CC1(C(CC2=CC(=CC=C12)Br)(C)C)O